N(=[N+]=[N-])CCOCCOCCOCCNC(CCCC(=O)N[C@H](C(=O)N[C@H](C(=O)O)CCCNC(=O)N)C(C)C)=O (2S)-2-[[(2S)-2-[[5-[2-[2-[2-(2-azidoethoxy)ethoxy]ethoxy]ethylamino]-5-oxo-pentanoyl]amino]-3-methyl-butanoyl]amino]-5-ureido-pentanoic acid